5-bipyridylbenzoic acid N1=C(C=CC(=C1)C1=CC=CC=C1C(=O)O)C1=NC=CC=C1